(S)-3-amino-6-(1-(1-(tert-butoxycarbonyl)pyrrolidin-3-yl)-1H-pyrazol-4-yl)pyrazine-2-carboxylic acid NC=1C(=NC(=CN1)C=1C=NN(C1)[C@@H]1CN(CC1)C(=O)OC(C)(C)C)C(=O)O